ClC=1C(=CC2=C(N(C(NC2=O)=O)C2=C(C=CC=C2)C2(CC2)C(F)(F)F)N1)F 7-Chloro-6-fluoro-1-(2-(1-(trifluoromethyl)cyclopropyl)phenyl)pyrido[2,3-d]pyrimidine-2,4(1H,3H)-dione